FC(COC1=NC=CC(=C1)CNC(=O)NCC1CC(C1)C(F)(F)F)(F)F 1-[[2-(2,2,2-trifluoroethoxy)pyridin-4-yl]methyl]-3-[[3-(trifluoro-methyl)cyclobutyl]methyl]urea